(3S)-3-AMINO-3-(5-FORMYL(2-PYRIDYL))PROPANENITRILE N[C@@H](CC#N)C1=NC=C(C=C1)C=O